2-chloro-4-[[3-(3-fluoro-4-methoxyphenyl)imidazo[1,2-a]pyrazin-8-yl]amino]-N-methyl-N-piperidin-4-ylbenzamide ClC1=C(C(=O)N(C2CCNCC2)C)C=CC(=C1)NC=1C=2N(C=CN1)C(=CN2)C2=CC(=C(C=C2)OC)F